4,4'-dihydroxydiphenylsulphone C1=CC(=CC=C1O)S(=O)(=O)C2=CC=C(C=C2)O